C(C)OC1=CC=C(C=N1)C1=NN2C(N=CC=C2)=C1C(=O)N[C@@H]1C(NC2=C(C(=N1)C1=CC=CC=C1)C=CC=C2F)=O 2-(6-ethoxypyridin-3-yl)-N-[(3S)-9-fluoro-2-oxo-5-phenyl-1,3-dihydro-1,4-benzodiazepine-3-Yl]pyrazolo[1,5-a]pyrimidine-3-carboxamide